(+)-7-Fluoro-4-((5-(3-hydroxy-3-methyl-2-oxoindolin-1-yl)pyridin-3-yl)methyl)phthalazin-1(2H)-on FC1=CC=C2C(=NNC(C2=C1)=O)CC=1C=NC=C(C1)N1C(C(C2=CC=CC=C12)(C)O)=O